CC1=NN(C(=C1)C)C1=CC(=NC=N1)C[C@@H]1CC[C@H](CC1)C(=O)N1OCC[C@H]1C=1C=C(C#N)C=C(C1)F trans-3-[(3S)-2-[4-[[6-(3,5-dimethylpyrazol-1-yl)pyrimidin-4-yl]methyl]cyclohexanecarbonyl]isoxazolidin-3-yl]-5-fluoro-benzonitrile